O=S1(C(CCC1)C1=CC(=C(OC2CC(C2)OCC2CCN(CC2)C(=O)OC(C)(C)C)C=C1)C=1C2=C(C(N(C1)C)=O)NC=C2)=O tert-butyl 4-[[3-[4-(1,1-dioxothiolan-2-yl)-2-(6-methyl-7-oxo-1H-pyrrolo[2,3-c]pyridin-4-yl)phenoxy]cyclobutoxy]methyl]piperidine-1-carboxylate